N1=C(C=CC=C1)C(=O)C1=NC=CC=C1 pyridylketon